N1-(2,4-difluorophenyl)benzene-1,2-diamine FC1=C(C=CC(=C1)F)NC=1C(=CC=CC1)N